6-[(2S)-2-aminopropyl]-2-chloro-N-[(furan-3-yl)methyl]-7-methylthieno[3,2-d]pyrimidin-4-amine N[C@H](CC1=C(C=2N=C(N=C(C2S1)NCC1=COC=C1)Cl)C)C